CC1(CCN(CC1)CC=1C=CC=2N(C1)C=C(N2)CN2C(C1=CN=CC(=C1C=C2)N2CC(C2)N2CCOCC2)=O)C 2-((6-[(4,4-dimethylpiperidin-1-yl)methyl]imidazo[1,2-a]pyridin-2-yl)methyl)-5-[3-(morpholin-4-yl)azetidin-1-yl]-1,2-dihydro-2,7-naphthyridin-1-one